C(C)N1C(COC2(C1)CCN(CC2)CCC(C)C)=O 4-Ethyl-9-isopentyl-1-oxa-4,9-diazaspiro[5.5]undecan-3-on